CN(CCN(C1=C(C=C(C(=C1)OC(C)C)NC1=NC=NC(=N1)N1CC(C2=NC(=C(C=C21)C)C)(C)C)NC(C=C)=O)C)C N-(2-((2-(dimethylamino)ethyl)(methyl)amino)-4-isopropoxy-5-((4-(3,3,5,6-tetramethyl-2,3-dihydro-1H-pyrrolo[3,2-b]pyridin-1-yl)-1,3,5-triazin-2-yl)amino)phenyl)acryl-amide